methyl 4-(3-bromopropionamido)benzoate BrCCC(=O)NC1=CC=C(C(=O)OC)C=C1